FC=1C=C(C=NC1C1=NOC(=N1)C)OC1=CC=C(C=C1)C(C)(C)C1=CC=C(OC2CC(C2)N)C=C1 (1r,3r)-3-(4-(2-(4-((5-fluoro-6-(5-methyl-1,2,4-oxadiazol-3-yl)pyridine-3-yl)oxy)phenyl)propan-2-yl)phenoxy)cyclobutylamine